4-(tert-butyl)pyridin C(C)(C)(C)C1=CC=NC=C1